2-(4-methyl-3-pentenyl)-6-methyl-9-methacryloyloxy-10-methoxy-1,4-dihydro-1,4-methanoanthracene CC(=CCCC=1C2C3=C(C4=CC=C(C=C4C(=C3C(C1)C2)OC)C)OC(C(=C)C)=O)C